propyl N,N-dinonylaminoacetate C(CCCCCCCC)N(CCCCCCCCC)CC(=O)OCCC